8-amino-5,6,7,8-tetrahydroisoquinoline-8-carbonitrile NC1(CCCC=2C=CN=CC12)C#N